2-((2S)-1-Acryloyl-4-(2-(((S)-1-ethylpyrrolidin-2-yl)methoxy)-7-(indolin-1-yl)-5,6,7,8-tetrahydroquinazolin-4-yl)piperazin-2-yl)acetonitrile C(C=C)(=O)N1[C@H](CN(CC1)C1=NC(=NC=2CC(CCC12)N1CCC2=CC=CC=C12)OC[C@H]1N(CCC1)CC)CC#N